2-(6-morpholinylpyridin-3-yl)acetic acid N1(CCOCC1)C1=CC=C(C=N1)CC(=O)O